(S)-N-[(1R)-1-[6-(difluoromethyl)pyridin-3-yl]ethyl]-2-methylpropane-2-sulfinamide FC(C1=CC=C(C=N1)[C@@H](C)N[S@@](=O)C(C)(C)C)F